OC=1C(=C(C(=CC1)C)N1C=NC2=C(C1=O)C=C(N2S(=O)(=O)C2=CC=C(C)C=C2)C2=CN=NC=C2)C 3-(3-hydroxy-2,6-dimethylphenyl)-6-(pyridazin-4-yl)-7-tosyl-3,7-dihydro-4H-pyrrolo[2,3-d]pyrimidin-4-one